N1([C@H]2[C@H](N(CC1)C(=O)OC)CSSC2)C(=O)OC2=C(C=C(C=C2)Cl)C2=NC1=CC=C(C=C1C(N2)=O)Cl 1-(4-chloro-2-(6-chloro-4-oxo-3,4-dihydroquinazolin-2-yl)phenyl) 4-methyl (trans)-hexahydro-[1,2]dithiino[4,5-b]pyrazine-1,4-dicarboxylate